P(O)(=O)(OP(=O)(O)OP(=O)(O)O)OC([C@@H]1[C@H]([C@H]([C@@H](O1)N1C(=O)N=C(N)C=C1)O)O)I 5'-iodo-cytidine-5'-triphosphate